silicon aluminum cadmium [Cd].[Al].[Si]